C(C(=O)O)(=O)O.C1SCC12CNC2 2-thia-6-azaspiro[3.3]heptane oxalic acid salt